(3-(cyclopropylmethoxy)phenyl)boronic acid C1(CC1)COC=1C=C(C=CC1)B(O)O